[(4-methylphenyl)sulfonyl[methyl]-2-oxazolyl]-N-(3-pyridinylmethyl)benzamide CC1=CC=C(C=C1)S(=O)(=O)C1=C(N=C(O1)C1=C(C(=O)NCC=2C=NC=CC2)C=CC=C1)C